4-((3-chloro-4-fluorophenyl)amino)-6-nitro-1H-indole-2-carboxylic acid ClC=1C=C(C=CC1F)NC1=C2C=C(NC2=CC(=C1)[N+](=O)[O-])C(=O)O